tert-butyl (1-(8-(3-(benzyloxy)-4-methoxyphenyl)-7-(4-cyano-3-fluorophenyl)imidazo[1,2-c]pyrimidin-5-yl)piperidin-4-yl)carbamate C(C1=CC=CC=C1)OC=1C=C(C=CC1OC)C=1C=2N(C(=NC1C1=CC(=C(C=C1)C#N)F)N1CCC(CC1)NC(OC(C)(C)C)=O)C=CN2